COC(=O)C=1NC2=CC=C(C=C2C1C=O)F 5-FLUORO-3-FORMYL-1H-INDOLE-2-CARBOXYLIC ACID METHYL ESTER